C(C)C=1C=NN2C1N=CC=C2N 3-ethyl-pyrazolo[1,5-a]pyrimidin-7-amine